N1(C=NC=C1)C1=CC=C(C=C)C=C1 4-(1H-imidazol-1-yl)styrene